C(C)(C)(C)OC(NC1CCN(CC1)CC1CC1)=O (1-(cyclopropylmethyl)piperidin-4-yl)carbamic acid tert-butyl ester